C(C1=CC=CC=C1)N(C=1N(C(C(=C(N1)C(=O)OCC)OC)=O)C)CC ethyl 2-[benzyl(ethyl)amino]-5-methoxy-1-methyl-6-oxopyrimidine-4-carboxylate